Tert-butyl-dimethyl-[[4-[4-(trifluoromethyl)-1H-imidazol-2-yl]phenyl]methoxy]silane C(C)(C)(C)[Si](OCC1=CC=C(C=C1)C=1NC=C(N1)C(F)(F)F)(C)C